6-(2,4-difluorophenyl)-5-(pyridin-4-yloxy)isoindolin-1-one FC1=C(C=CC(=C1)F)C1=C(C=C2CNC(C2=C1)=O)OC1=CC=NC=C1